NC1=C(C=NN1C)C1=NC=C(C(=N1)C)O[C@@H]1C[C@H](CCC1)C(=O)OC(C)C Isopropyl (1S,3S)-3-((2-(5-amino-1-methyl-1H-pyrazol-4-yl)-4-methylpyrimidin-5-yl)oxy)cyclohexane-1-carboxylate